BrC=1C=CC=C2C=CC=C(C12)C1CCC=2C(=NC(=NC2C1)OCC1(CC1)CN(C)C)N1CC2CCC(C1)N2C(=O)OC(C)(C)C tert-butyl 3-(7-(8-bromonaphthalen-1-yl)-2-((1-((dimethylamino)methyl)cyclopropyl)methoxy)-5,6,7,8-tetrahydroquinazolin-4-yl)-3,8-diazabicyclo[3.2.1]octane-8-carboxylate